BrC1=C(C(=C(C=C1OCC)[C@@H](C)NS(=O)C(C)(C)C)C)OCC N-[(1R)-1-(4-bromo-3,5-diethoxy-2-methylphenyl)ethyl]-2-methylpropane-2-sulfinamide